C(C)(C)(C)OC(NC1=CC(=CC(=C1)Cl)N)=O (3-amino-5-chlorophenyl)carbamic acid tert-butyl ester